C(C)(=O)N[C@H](C)C1=CC=C(C=C1)NC1=NC=NC2=CC(=C(C=C12)O)OC (R)-4-[4-(1-acetamidoethyl)phenylamino]-6-hydroxy-7-methoxyquinazoline